C(CCCCCC)N(C=1C(=CC=CC1)C)CCCCCCC N,N-diheptyl-toluidine